(2s,4r)-2-((6-bromopyridin-2-yl)carbamoyl)-4-methylpyrrolidine-1-carboxylic acid tert-butyl ester C(C)(C)(C)OC(=O)N1[C@@H](C[C@H](C1)C)C(NC1=NC(=CC=C1)Br)=O